6-chloro-2-methoxy-4-phenoxy-1-methacryloyloxynaphthalene ClC=1C=C2C(=CC(=C(C2=CC1)OC(C(=C)C)=O)OC)OC1=CC=CC=C1